4-(2,3,5,6-tetramethyl-4-benzoylphenylthio)phenylbis(4-chlorophenyl)sulfonium hexafluoroantimonate F[Sb-](F)(F)(F)(F)F.CC1=C(C(=C(C(=C1C)C(C1=CC=CC=C1)=O)C)C)SC1=CC=C(C=C1)[S+](C1=CC=C(C=C1)Cl)C1=CC=C(C=C1)Cl